CN(C)CC1CN(CC1)CC=1C=C(C=C(C1)C(F)(F)F)NC(=O)C1=CSC=2CN(CCC21)C(=O)C2=CN=C1N2C=CC=C1 N-(3-((3-((Dimethylamino)methyl)pyrrolidin-1-yl)methyl)-5-(trifluoromethyl)phenyl)-6-(imidazo[1,2-a]pyridin-3-carbonyl)-4,5,6,7-tetrahydrothieno[2,3-c]pyridin-3-carboxamid